FC1=C(NC=2N(C(C(=CC2C(=O)NOC)CC2=C(C(=NC=C2)NS(NCCOC)(=O)=O)F)=O)C)C=CC(=C1)I 2-(2-Fluoro-4-iodoanilino)-5-[[3-Fluoro-2-(2-Methoxyethylsulfamoylamino)Pyridine-4-yl]Methyl]-N-Methoxy-1-methyl-6-Oxopyridine-3-carboxamide